methyl 3-(1-(4-fluoro-2-methylphenyl)-4-oxo-7-(trifluoromethyl)-1,4-dihydroquinazolin-3(2H)-yl)benzoate FC1=CC(=C(C=C1)N1CN(C(C2=CC=C(C=C12)C(F)(F)F)=O)C=1C=C(C(=O)OC)C=CC1)C